tert-butyl 2-(4-amino-5-fluoro-7H-pyrrolo[2,3-d]pyrimidin-7-yl)acetate NC=1C2=C(N=CN1)N(C=C2F)CC(=O)OC(C)(C)C